3-(2-chloro-4-(fluoromethyl)thiophen-3-yl)-1-(5-methoxypyridin-2-yl)-7-((4-(4-methylpiperazin-1-yl)phenyl)amino)-3,4-dihydropyrimido[4,5-d]pyrimidin-2(1H)-one ClC=1SC=C(C1N1C(N(C2=NC(=NC=C2C1)NC1=CC=C(C=C1)N1CCN(CC1)C)C1=NC=C(C=C1)OC)=O)CF